CC1=C(C=CC(=C1)C)C1=NC(=NC(=N1)C1=C(C=C(C=C1)C)C)C1=C(C=C(C=C1)OCCCCCCCC)O 2-(4,6-bis-(2,4-dimethylphenyl)-1,3,5-triazine-2-yl)-5-(octyloxy)-phenol